3-methoxy-N-methyl-4-((3-(4-(((1S,4S)-4-(3-(methyl-sulfonyl)azetidin-1-yl)cyclohexyl)amino)-1-(2,2,2-trifluoro-ethyl)-1H-indol-2-yl)prop-2-yn-1-yl)amino)benzamide COC=1C=C(C(=O)NC)C=CC1NCC#CC=1N(C2=CC=CC(=C2C1)NC1CCC(CC1)N1CC(C1)S(=O)(=O)C)CC(F)(F)F